CC=1C=C(N)C=CC1N1CC(CC1)C1=CC=C(C=C1)C(F)(F)F 3-methyl-4-(3-(4-(trifluoromethyl)phenyl)pyrrolidin-1-yl)aniline